1-(6-(Trifluoromethyl)imidazo[1,2-a]pyridin-3-yl)ethan-1-one tert-butyl-(6-methyl-5-nitropyridin-3-yl)carbamate C(C)(C)(C)N(C(O)=O)C=1C=NC(=C(C1)[N+](=O)[O-])C.FC(C=1C=CC=2N(C1)C(=CN2)C(C)=O)(F)F